OC=1C=C2SC3=C(CCCC3=CC2=CC1)C=CC1(NC2=CC=CC=C2C1(C)C)N 2-(2-(6-hydroxy-2,3-dihydro-1H-thioxanthen-4-yl)vinyl)-3,3-dimethyl-3H-indoleamine